COC(C(CN(CC1=C(C=CC=C1Cl)Cl)CC1=C(C=CC=C1Cl)Cl)Br)=O 3-(bis(2,6-dichlorobenzyl)amino)-2-bromopropionic acid methyl ester